C(C)(C)(C)OC(=O)N1CCC(CC1)C(=C)OS(=O)(=O)C(F)(F)F.C(C1CCCO1)OC1OCCCC1 (tetrahydrofurfuryloxy)tetrahydropyran tert-Butyl-4-(1-(((trifluoromethyl)sulfonyl)oxy)vinyl)piperidine-1-carboxylate